6-Chloro-7-fluoro-4-methyl-3,4-dihydro-2H-1,4-benzothiazine ClC=1C(=CC2=C(N(CCS2)C)C1)F